7,7-dimethyl-2-(2-(2-propenoyl)-2,6-diazaspiro[3.4]octan-6-yl)-4-(1,5,6-trimethyl-1H-indazol-7-yl)-5,6,7,8-tetrahydro-3-quinolinecarbonitrile CC1(CCC=2C(=C(C(=NC2C1)N1CC2(CN(C2)C(C=C)=O)CC1)C#N)C=1C(=C(C=C2C=NN(C12)C)C)C)C